COC=1C=C(C=CC2=NC3=CC=CC=C3C=C2)C=CC1OCCCCCCCCCCCC 2-(3-methoxy-4-dodecoxystyryl)quinoline